CN(C)CC1=CC=C(C=O)C=C1 4-DIMETHYLAMINOMETHYL-BENZALDEHYDE